FC=1C(=NC(=CC1)F)C1=NN(C=C1NC(=O)C=1N=C(SC1)C=1C=NN(C1)C(CN(CC(=O)OC)C)=O)C1CCC(CC1)OCC methyl N-(2-(4-(4-((3-(3,6-difluoropyridin-2-yl)-1-((1r,4r)-4-ethoxycyclohexyl)-1H-pyrazol-4-yl) carbamoyl) thiazol-2-yl)-1H-pyrazol-1-yl)-2-oxoethyl)-N-methylglycinate